C(CCC)[Si](C=1C=C(C=CC1)P(N(P(C1=CC=C(C=C1)[Si](CCC)(CCC)CCC)C1=CC=C(C=C1)[Si](CCC)(CCC)CCC)C1CCCCCC1)C1=CC(=CC=C1)[Si](CCCC)(CCCC)CCCC)(CCCC)CCCC N-(bis(3-(tributylsilyl)phenyl)phosphaneyl)-N-cycloheptyl-1,1-bis(4-(tripropylsilyl)phenyl)phosphanamine